2-(8,8-difluoro-5-azaspiro[2.5]octan-5-yl)-4-methyl-5-(trifluoromethyl)nicotinic acid FC1(CCN(CC12CC2)C2=C(C(=O)O)C(=C(C=N2)C(F)(F)F)C)F